5-(METHYLAMINO)-1H-PYRAZOL-4-CARBOXAMID CNC1=C(C=NN1)C(=O)N